COC1=C(C=NC=C1)C=1C=C2C(=C(N1)C)NN=C2C2=CC1=C(C(=N2)N(C)C)N=CN1C 6-(5-(4-methoxypyridin-3-yl)-7-methyl-1H-pyrazolo[3,4-c]pyridin-3-yl)-N,N,1-trimethyl-1H-imidazo[4,5-c]pyridin-4-amine